(2R)-4,4-Difluoro-2-(4-fluorophenyl)-N-{4-[7-(pyridin-2-yl)-5H-pyrrolo[3,2-c]pyridazin-6-yl]pyridin-2-yl}butanamid FC(C[C@@H](C(=O)NC1=NC=CC(=C1)C1=C(C=2N=NC=CC2N1)C1=NC=CC=C1)C1=CC=C(C=C1)F)F